1-(2,2,2-trifluoroethyl)-2-(trifluoromethyl)-1H-imidazo[4,5-c]pyridine FC(CN1C(=NC=2C=NC=CC21)C(F)(F)F)(F)F